N,N-dicyclohexyl-methyl-amine C1(CCCCC1)N(C1CCCCC1)C